2-(4-isopropyl-5-(8-methoxy-[1,2,4]triazolo[1,5-a]pyridin-6-yl)-1H-pyrazol-3-yl)-5-(1-(2-methoxyethyl)piperidin-4-yl)thiazole C(C)(C)C=1C(=NNC1C=1C=C(C=2N(C1)N=CN2)OC)C=2SC(=CN2)C2CCN(CC2)CCOC